(3-cyano-1-cyclopentyl-indol-5-yl)pyrimidine-5-carboxylic acid C(#N)C1=CN(C2=CC=C(C=C12)C1=NC=C(C=N1)C(=O)O)C1CCCC1